tert-Butyl 2-(3-(3-((4-bromobenzyl) (cyclopropyl) carbamoyl) piperidin-1-yl)phenoxy)-2-methylpropanoate BrC1=CC=C(CN(C(=O)C2CN(CCC2)C=2C=C(OC(C(=O)OC(C)(C)C)(C)C)C=CC2)C2CC2)C=C1